1-heptadecanoyl-2-(11Z-eicosenoyl)-glycero-3-phospho-(1'-sn-glycerol) CCCCCCCCCCCCCCCCC(=O)OC[C@H](COP(=O)(O)OC[C@H](CO)O)OC(=O)CCCCCCCCC/C=C\CCCCCCCC